BrC1=NN2C(N=C(C=C2NCC2(CCC(CC2)N(C(C)=O)C)C2=CC=CC=C2)C(F)(F)F)=C1 N-((1r,4r)-4-(((2-bromo-5-(trifluoromethyl)pyrazolo[1,5-a]pyrimidin-7-yl)amino)methyl)-4-phenylcyclohexyl)-N-methylacetamide